C1(=CC=CC=C1)[C@@H]1N(OCC1)C1=CC(=NC=N1)NC1=CC=C(C=C1)N1CCNCC1 (R)-6-(3-phenylisoxazolidin-2-yl)-N-(4-(piperazin-1-yl)phenyl)pyrimidin-4-amine